2-((cis-4-((5-(1-(2,2-difluoroethyl)-1H-benzo[d][1,2,3]triazol-6-yl)-4-methoxypyrrolo[2,1-f][1,2,4]triazin-2-yl-7-d)amino)cyclohexyl)oxy)ethan-1-ol FC(CN1N=NC2=C1C=C(C=C2)C=2C=C(N1N=C(N=C(C12)OC)N[C@H]1CC[C@H](CC1)OCCO)[2H])F